4,4-bis(methoxymethyl)nonane COCC(CCC)(CCCCC)COC